O[C@H]1[C@H](CC[C@@]2([C@H]3CC[C@]4([C@H]([C@@H]3CC[C@@H]12)CC[C@@H]4[C@@H](CCCC=O)C)C)C)O (5R)-5-[(1R,3aS,3bS,5aR,6R,7S,9aR,9bS,11aR)-6,7-dihydroxy-9a,11a-dimethylhexadecahydro-1H-cyclopenta[1,2-a]phenanthren-1-yl]hexanal